C[C@@]1(OCC=2C=NC(=CC21)C(=O)N[C@@H]2C(N(C1=C(OC2)C=CC=C1)C)=O)CC(F)(F)F (R)-1-methyl-N-((S)-5-methyl-4-oxo-2,3,4,5-tetrahydrobenzo[b][1,4]oxazepin-3-yl)-1-(2,2,2-trifluoroethyl)-1,3-dihydrofuro[3,4-c]pyridine-6-carboxamide